5-(6,6-difluoro-bicyclo[3.1.0]hexane-1-yl)-N-((R)-piperidin-3-yl)-7H-pyrrolo[2,3-d]pyrimidin-4-amine FC1(C2CCCC12C1=CNC=2N=CN=C(C21)N[C@H]2CNCCC2)F